ethyl-((4aR,6S,7R,8R,8aS)-6-(benzyloxy)-8-hydroxy-2-phenyl-hexahydropyrano[3,2-d][1,3]dioxin-7-yl)-1,4-dioxaspiro[4.5]decane-2-carboxamide C(C)C1C(OC2(O1)CCCCC2)(C(=O)N)[C@H]2[C@H]([C@@H]1OC(OC[C@H]1O[C@@H]2OCC2=CC=CC=C2)C2=CC=CC=C2)O